C=C1C(C2=CC=CC=C2C=C1)C1C(N(C(C1)=O)CCCCCCC(=O)NO)=O (E)-7-(3-(2-methylenenaphthyl)-2,5-dioxopyrrolidinyl)-N-hydroxyheptanamide